ClC=1C=CC(=C(C1)C1=CC(=C(N=N1)OCCCS(=O)C)NC1=CC(=NC=C1)N)F N4-[6-(5-chloro-2-fluorophenyl)-3-(3-methanesulfinylpropoxy)pyridazin-4-yl]pyridine-2,4-diamine